3-(7-(2-(5-fluoro-1H-indol-3-yl)ethoxy)thiazolo[5,4-d]pyrimidin-5-yl)pyridin-2-ol FC=1C=C2C(=CNC2=CC1)CCOC=1C2=C(N=C(N1)C=1C(=NC=CC1)O)SC=N2